ethyl 2-(3,4-diaminophenyl)-2-methylpropionate NC=1C=C(C=CC1N)C(C(=O)OCC)(C)C